2,6-dimethoxy-3-methyl-4-propylphenol COC1=C(C(=CC(=C1C)CCC)OC)O